[C@@H]1([C@H](O)[C@@H](O)[C@H](O)[C@H](O1)C(=O)O)O[C@H]1[C@@H]([C@H]([C@@H](O[C@@H]1CO)O[C@H]1[C@@H]([C@H]([C@H](O[C@@H]1CO)O[C@H]([C@@H]([C@H](C=O)O)O)[C@H](O)CO)O)O)O)O β-D-Glucopyranuronosyl-(1→4)-β-D-glucopyranosyl-(1→4)-α-D-glucopyranosyl-(1→4)-D-galactose